N-[2-(2-chlorophenyl)-3-(4-chlorophenyl)-5,6,7,8-tetrahydrooxepino[3,2-c]pyrazol-8-yl]methanesulfonamide ClC1=C(C=CC=C1)N1N=C2C(=C1C1=CC=C(C=C1)Cl)OCCCC2NS(=O)(=O)C